1-heptadecanoyl-2-(13Z,16Z-docosadienoyl)-glycero-3-phospho-(1'-sn-glycerol) CCCCCCCCCCCCCCCCC(=O)OC[C@H](COP(=O)(O)OC[C@H](CO)O)OC(=O)CCCCCCCCCCC/C=C\C/C=C\CCCCC